tert-butyl N-[[(6S)-5-[(2S)-2-(1-methylcyclopropyl)-2-[(2,2,2-trifluoroacetyl)amino]acetyl]-5-azaspiro[2.4]heptane-6-carbonyl]amino]-N-[[(3S)-2-oxopyrrolidin-3-yl]methyl]carbamate CC1(CC1)[C@@H](C(=O)N1CC2(CC2)C[C@H]1C(=O)NN(C(OC(C)(C)C)=O)C[C@H]1C(NCC1)=O)NC(C(F)(F)F)=O